1H-benzo[d]imidazole-2-amine N1C(=NC2=C1C=CC=C2)N